CC=1NC=C(N1)CCCN(CCCCCC)CCCC=1N=C(NC1)C N,N-bis(3-(2-methylimidazolyl)propyl)-N-hexyl-amine